(S)-3-chloro-4-((3,5-difluoropyridin-2-yl)methoxy-d2)-2'-(4-fluoro-3-(isopropylsulfonyl)-1H-pyrazol-1-yl)-5',6-dimethyl-2H-[1,4'-bipyridin]-2-one ClC=1C(N(C(=CC1OC([2H])([2H])C1=NC=C(C=C1F)F)C)C1=CC(=NC=C1C)N1N=C(C(=C1)F)S(=O)(=O)C(C)C)=O